C12C(C3CC(CC(C1)C3)C2)=C(C2=CC=C(C=C2)OCCCCN2CCCCCC2)C2=CC=C(C=C2)OCCCCN2CCCCCC2 1,1'-((((((5r,7r)-adamantan-2-ylidene)methylene)bis(4,1-phenylene))bis(oxy))bis(butane-4,1-diyl))bis(azepane)